2-chloro-N-(1-methylcyclopropyl)-3-[(1-methylpyrazol-4-yl)methyl]-4-oxoquinazoline-6-sulfonamide ClC1=NC2=CC=C(C=C2C(N1CC=1C=NN(C1)C)=O)S(=O)(=O)NC1(CC1)C